α-iodo-caprolactone IC1C(=O)OCCCC1